N[C@@H]1CNC2=C(CC1)C=CC=C2 (S)-3-amino-2,3,4,5-tetrahydro-1H-benzazepine